C12N(CC(CC1)C2)C=2C=CC(=C(C2)NC(=O)C2=CC=C(C=C2)O)C(=O)O 2-[(5-{2-azabicyclo[2.2.1]heptan-2-yl}-2-carboxyphenyl)carbamoyl]-5-hydroxybenzene